methyl 3-(4-((4-(2-(2-aminopyridin-3-yl)-6-(pyridin-3-yl)-3H-imidazo[4,5-b]pyridin-3-yl)benzyl) carbamoyl)phenyl)propanoate NC1=NC=CC=C1C1=NC=2C(=NC=C(C2)C=2C=NC=CC2)N1C1=CC=C(CNC(=O)C2=CC=C(C=C2)CCC(=O)OC)C=C1